C12C3CC4=CC=CC=C4C3CC(C=C1)C2 tetracyclo[10.2.1.02,10.04,9]pentadeca-4,6,8,13-tetraene